2-{[(7-chloroquinolin-4-yl)amino]methyl}-2-methylpropane-1,3-diol ClC1=CC=C2C(=CC=NC2=C1)NCC(CO)(CO)C